BrC(C1=NC(=NC(=N1)C(Br)(Br)Br)C(Br)(Br)Br)(Br)Br 2,4,6-tris(tribromomethyl)-s-triazine